4-METHYL-1H-PYRROLO[2,3-C]PYRIDINE-3-CARBALDEHYDE CC1=C2C(=CN=C1)NC=C2C=O